ClC=1C(=CC(=NC1)NC(C)C)C=1C=C(NC1)C(=O)O 4-(5-chloro-2-(isopropylamino)pyridin-4-yl)-1H-pyrrole-2-carboxylic acid